1-(2-methoxyethyl)-N-(6-(1-methyl-1H-1,2,3-triazol-4-yl)isoquinolin-3-yl)piperidine-4-carboxamide COCCN1CCC(CC1)C(=O)NC=1N=CC2=CC=C(C=C2C1)C=1N=NN(C1)C